(3aS,4S,5S,6aR)-5-(2-fluorophenoxy)-2-((R)-2-hydroxy-2-(5-((4-methoxybenzyl)oxy)pyridin-2-yl)ethyl)hexahydrocyclopenta[c]pyrrole-3a,4(1H)-diol FC1=C(O[C@@H]2[C@@H]([C@@]3([C@@H](CN(C3)C[C@H](C3=NC=C(C=C3)OCC3=CC=C(C=C3)OC)O)C2)O)O)C=CC=C1